propan-2-yl N-[(S)-({[(2R)-1-(6-amino-9H-purin-9-yl) propan-2-yl]-oxy} methyl) (phenoxy) phosphoryl]-l-alaninate NC1=C2N=CN(C2=NC=N1)C[C@@H](C)OC[P@](=O)(OC1=CC=CC=C1)N[C@@H](C)C(=O)OC(C)C